N-[(4-hydroxy-1-{4-[(5-methyl-2-pyridinyl)oxy]benzyl}-2-oxo-1,2,5,6-tetrahydro-3-pyridinyl)carbonyl]glycine OC1=C(C(N(CC1)CC1=CC=C(C=C1)OC1=NC=C(C=C1)C)=O)C(=O)NCC(=O)O